ClC1=CC=C(C=C1)C(C(=O)N[C@H](C(=O)N[C@H](CCC(=O)O)C(=O)O)C1CCCCC1)(C)C ((S)-2-(2-(4-chlorophenyl)-2-methylpropanamido)-2-cyclohexylacetyl)-D-glutamic acid